1-Heptanesulphonic Acid Sodium Salt [Na+].C(CCCCCC)S(=O)(=O)[O-]